C(C)OC(=O)C1=C2C=CC=C(C2=CC=C1)C(=O)O 5-(Ethoxycarbonyl)naphthalene-1-carboxylic acid